[N-](S(=O)(=O)C(F)(F)F)S(=O)(=O)C(F)(F)F.C(CCC)[N+](CCOC(C(=C)C)=O)(C)C butyldimethylmethacryloyloxyethylammonium bis(trifluoromethanesulfonyl)imide